CO[Si](CCCN1C(N(C(N(C1=O)CCC[Si](OC)(OC)OC)=O)CCC[Si](OC)(OC)OC)=O)(OC)OC tri(3-trimethoxysilylpropyl)isocyanuric acid